Cl.N1=C(C=CC=C1)C1(CCNCC1)O 4-(pyridin-2-yl)piperidin-4-ol hydrochloride